Pyridin-4-ylmethyl (2-((S)-1-(2,3-difluorobenzyl)-5-oxopyrrolidin-2-yl)acetyl)-L-valinate FC1=C(CN2[C@@H](CCC2=O)CC(=O)N[C@@H](C(C)C)C(=O)OCC2=CC=NC=C2)C=CC=C1F